monohydroxystearyl alcohol OCCCCCCCCCCCCCCCCCCO